4-(1-((5-methoxy-7-methyl-1H-indol-4-yl)methyl)-4-methylpiperazin-2-yl)benzoic acid COC=1C(=C2C=CNC2=C(C1)C)CN1C(CN(CC1)C)C1=CC=C(C(=O)O)C=C1